BrC=1C=C(C=CC1)C1=NOC(=N1)COC1=C(C=CC(=C1)C)C(C)C 3-(3-bromophenyl)-5-{[5-methyl-2-(propan-2-yl)phenoxy]methyl}-1,2,4-oxadiazole